FC(C1=NN(C(=N1)C)C1=NC(=CC=C1C(C)O)N1C=NC2=C1C=CC(=C2)NC=2N=NC(=CC2)C)F 1-[2-[3-(difluoromethyl)-5-methyl-1,2,4-triazol-1-yl]-6-[5-[(6-methylpyridazin-3-yl)amino]benzimidazol-1-yl]-3-pyridinyl]ethanol